6-(8-((5,6-dimethylpyridin-3-yl)sulfonyl)-8-azaspiro[4.5]decan-2-yl)-2-oxa-6-azaspiro[3.3]heptane CC=1C=C(C=NC1C)S(=O)(=O)N1CCC2(CCC(C2)N2CC3(COC3)C2)CC1